(2S,4R)-1-(2-(3-acetyl-5-(pyridazin-4-yl)-1H-indol-1-yl)acetyl)-4-fluoro-N-(6-hydroxypyridin-2-yl)pyrrolidine-2-carboxamide C(C)(=O)C1=CN(C2=CC=C(C=C12)C1=CN=NC=C1)CC(=O)N1[C@@H](C[C@H](C1)F)C(=O)NC1=NC(=CC=C1)O